3-(2-amino-3-methylbutanamido)propane-1-sulfonic acid NC(C(=O)NCCCS(=O)(=O)O)C(C)C